pyranyl isothiocyanate O1C(C=CC=C1)N=C=S